C(=O)C1=CC=C(C=C1)N1C(N=C(C=C1)NC(=O)N1CCN(CC1)C(C(C)(C)NC(OC(C)(C)C)=O)=O)=O tert-Butyl N-[1-(4-{[1-(4-formylphenyl)-2-oxo-1,2-dihydropyrimidin-4-yl]carbamoyl}piperazin-1-yl)-2-methyl-1-oxopropan-2-yl]carbamate